O1C=C(C=C1)C1=C(C(C2=CC(=CC=C12)OCCCC1=CC=CC=C1)=O)C=1C=NC=CC1 (3-(furan-3-yl))-6-(3-phenylpropoxy)-2-(pyridin-3-yl)-1H-inden-1-one